(R)-8-(3-(methoxymethyl)-4-methylpiperazin-1-yl)-7,10-dimethyl-3,4-dihydro-1H-chromeno[3,4-c]pyridin-5(2H)-one COC[C@H]1CN(CCN1C)C=1C=C(C2=C(C1C)OC(C=1CNCCC12)=O)C